BrC=1C=C(SC1)C=1N=C(SC1)N 4-(4-bromothiophen-2-yl)thiazol-2-amine